FC(C1=CC(=NC=C1F)O[C@H]1CNCC1(F)F)F 4-(difluoromethyl)-2-[(3S)-4,4-difluoropyrrolidin-3-yl]oxy-5-fluoropyridine